C1(CC1)C1=CN=C(S1)C1(CCN(CC1)C(=O)N[C@H]1C(CCC[C@@H]1N1CCN(CC1)C(C)C)(F)F)C |r| rac-4-(5-cyclopropyl-1,3-thiazol-2-yl)-N-{(1R,6S)-2,2-difluoro-6-[4-(propan-2-yl)piperazin-1-yl]cyclohexyl}-4-methylpiperidine-1-carboxamide